CC1CCN2C(O1)=C(C=N2)S(=O)(N)=N 5-methyl-6,7-dihydro-5H-pyrazolo[5,1-b][1,3]oxazine-3-sulfonimidamide